3-(2-methoxy-4-(methoxycarbonyl)phenyl)piperidine-1-carboxylate COC1=C(C=CC(=C1)C(=O)OC)C1CN(CCC1)C(=O)[O-]